5-(benzo[d]thiazol-5-yl)-6-(2,4-difluorophenyl)isoindolin-1-one S1C=NC2=C1C=CC(=C2)C=2C=C1CNC(C1=CC2C2=C(C=C(C=C2)F)F)=O